(7R,14R)-11-((6-aminopyridin-3-yl)ethynyl)-1-(difluoromethoxy)-6-(methyl-d3)-6,7-dihydro-7,14-methanobenzo[f]benzo[4,5]imidazo[1,2-a][1,4]diazocin-5(14H)-one NC1=CC=C(C=N1)C#CC1=CC2=C(N=C3N2[C@H]2C4=C(C(N([C@@H]3C2)C([2H])([2H])[2H])=O)C=CC=C4OC(F)F)C=C1